ClC=1C=CC=C2C=CC=C(C12)C1=C(C=2N=C(N=C(C2C=N1)OCC(F)(F)F)OCC12CCCN2CCC1)F 7-(8-chloronaphthalen-1-yl)-8-fluoro-2-((hexahydro-1H-pyrrolizin-7a-yl)methoxy)-4-(2,2,2-trifluoroethoxy)pyrido[4,3-d]pyrimidine